ClCC(=O)NCC1(CN(C1)C(=O)OC(C)(C)C)O tert-butyl 3-[[(2-chloroacetyl)amino]methyl]-3-hydroxy-azetidine-1-carboxylate